7-((6-(4-Aminopiperidin-1-yl)-3-(4-chlorophenyl)-2-(4-cyano-3-fluorophenyl)pyridin-4-yl)oxy)-N-hydroxyheptanamide hydrochloride Cl.NC1CCN(CC1)C1=CC(=C(C(=N1)C1=CC(=C(C=C1)C#N)F)C1=CC=C(C=C1)Cl)OCCCCCCC(=O)NO